C(#N)C1=CC(=C(C=C1)OC(NN(C)C)=S)OC1CC1 Dimethylaminothiocarbamic acid O-(4-cyano-2-cyclopropoxyphenyl) ester